1-(3-(3-(4-(trifluoromethyl)phenyl)-1H-pyrazolo[4,3-c]pyridin-1-yl)pyrrolidin-1-yl)prop-2-en-1-one FC(C1=CC=C(C=C1)C1=NN(C2=C1C=NC=C2)C2CN(CC2)C(C=C)=O)(F)F